cis-6-nondienol C=C\C=C/CC(CCC)O